NC=1C(=NC(=C(N1)C1=CC=C(C=C1)F)C=1C=CC=2N(C1)C=CN2)C(=O)O 3-amino-5-(4-fluorophenyl)-6-[imidazo[1,2-a]pyridin-6-yl]pyrazine-2-carboxylic acid